IC1=C(C=CC=C1)[C@H]([C@@H](C)O)O 1-(2-iodophenyl)-(R,R)-1,2-propanediol